OC1(C(C=C(C=C1)O)C(=O)O)C(=O)O 2,5-dihydroxybenzenedicarboxylic acid